CC1=C(C(=CC=C1)C)C1=NC=2NS(C=3C=CC=C(C(N([C@@H](COC(=C1)N2)CC(C)C)CC(C)(C)O)=O)C3)(=O)=O (11R)-6-(2,6-dimethylphenyl)-12-(2-hydroxy-2-methyl-propyl)-11-isobutyl-2,2-dioxo-9-oxa-2λ6-thia-3,5,12,19-tetrazatricyclo[12.3.1.14,8]nonadeca-1(18),4(19),5,7,14,16-hexaen-13-one